Cl.FC(C=1C(=C(C=CC1)C(C)N)F)(C1=CC=NC=C1)F 1-(3-(difluoro(pyridin-4-yl)methyl)-2-fluorophenyl)ethan-1-amine hydrochloride